CC1(CCC=2C(=C(C(=NC2C1)N1CC2(CNC2)CC1)C#N)C1=C2C=NNC2=CC=C1C)C 7,7-dimethyl-4-(5-methyl-1H-indazol-4-yl)-2-(2,6-diazaspiro[3.4]octan-6-yl)-5,6,7,8-tetrahydroquinoline-3-carbonitrile